CON(C(=O)C1CCN(CC1)C(=O)OC(C)(C)C)C tert-butyl 4-(methoxy-methyl-carbamoyl)-piperidine-1-carboxylate